4-[3-(1-cyclopropylpyrazol-4-yl)-7,8-dihydro-5H-1,6-naphthyridin-6-yl]-5-methyl-furo[2,3-d]pyrimidine C1(CC1)N1N=CC(=C1)C=1C=NC=2CCN(CC2C1)C=1C2=C(N=CN1)OC=C2C